3-((3-Amino-6-chloropyridazin-4-yl)ethynyl)azetidine-1-carboxylic acid tert-butyl ester C(C)(C)(C)OC(=O)N1CC(C1)C#CC1=C(N=NC(=C1)Cl)N